N,N-dimethyl-ethyl-N-butylammonium C[N+](CCCC)(C)CC